N-(p-methoxyphenyl)benzamide ethyl-2-(bis(methylthio)methylene)-3-oxobutyrate C(C)OC(C(C(C)=O)=C(SC)SC)=O.COC1=CC=C(C=C1)NC(C1=CC=CC=C1)=O